C(C)N=C=NCCCN(CC)CC 1-ethyl-3-(3-diethylaminopropyl)carbodiimide